N-[3-chloro-4-(piperazine-1-carbonyl)phenyl]-1-methyl-5-(2,3,5-trifluoro-4-methoxy-phenyl)imidazole-2-carboxamide ClC=1C=C(C=CC1C(=O)N1CCNCC1)NC(=O)C=1N(C(=CN1)C1=C(C(=C(C(=C1)F)OC)F)F)C